CC(CCCC)(C(CCCC)(C1=CC=CC=C1)C)C1=CC=CC=C1 5,6-dimethyl-5,6-diphenyldecane